FC=1C=C(C=C(C1OC1=CC=NC2=CC(=C(C=C12)OC)OCCNC)F)NC(=O)C=1C=NC=CC1OCC#C N-(3,5-difluoro-4-((6-methoxy-7-(2-(methylamino)ethoxy)quinolin-4-yl)oxy)phenyl)-4-(prop-2-yn-1-yloxy)pyridine-3-carboxamide